[2-[(3-cyano-2-pyridinyl)sulfanyl]octyl]malononitrile C(#N)C=1C(=NC=CC1)SC(CC(C#N)C#N)CCCCCC